6-(4-Chloro-2-(4-methyl-4H-1,2,4-triazol-3-yl)phenyl)-2-(4-((((3,3-difluoro-cyclobutyl)methyl)amino)methyl)-6-methylpyridin-2-yl)isoindolin-1-one ClC1=CC(=C(C=C1)C1=CC=C2CN(C(C2=C1)=O)C1=NC(=CC(=C1)CNCC1CC(C1)(F)F)C)C1=NN=CN1C